Br.C(C)(C)N isopropyl-amine hydrogen bromide salt